ClC1=C(C(=O)NC2=CC=C3C=NN(C3=C2)C=2C=NN(C2)C)C(=CC=C1C#N)C 2-Chloro-3-cyano-6-methyl-N-[1-(1-methylpyrazol-4-yl)indazol-6-yl]benzamide